(S)-3-(methylsulfonamido)butyl methanesulfonate CS(=O)(=O)OCC[C@H](C)NS(=O)(=O)C